5-chloro-N-(3-cyano-1H-indol-7-yl)-1-(2-hydroxy-1,1-dimethyl-ethyl)pyrazole-4-sulfonamide ClC1=C(C=NN1C(CO)(C)C)S(=O)(=O)NC=1C=CC=C2C(=CNC12)C#N